Benzyl N-(2,2-dicyclopropyl-1-{5-[4,4-difluoro-1-(2,2,2-trifluoroethylcarbamoyl)-cyclohexyl]-1H-imidazo[4,5-b]pyridin-2-yl}ethyl)carbamate C1(CC1)C(C(C=1NC=2C(=NC(=CC2)C2(CCC(CC2)(F)F)C(NCC(F)(F)F)=O)N1)NC(OCC1=CC=CC=C1)=O)C1CC1